N'-((4-cyclopropyl-6-methylpyrimidin-2-yl)carbamoyl)-5-(2-hydroxypropan-2-yl)thiazole-2-sulfonimidamide C1(CC1)C1=NC(=NC(=C1)C)NC(=O)N=S(=O)(N)C=1SC(=CN1)C(C)(C)O